3-[6-({4-[2-amino-6-(3-cyano-2-fluorophenyl)-4-pyrimidinyl]-1H-1,2,3-triazol-1-yl}methyl)-2-pyridinyl]-3-methylpentanoic acid NC1=NC(=CC(=N1)C=1N=NN(C1)CC1=CC=CC(=N1)C(CC(=O)O)(CC)C)C1=C(C(=CC=C1)C#N)F